O1CCN(CC1)C1=CC=2N(C=C1)N=CC2C2=CC=CC(=N2)C2CN(CCC2)C(=O)OC(C)(C)C tert-butyl 3-(6-(5-morpholinopyrazolo[1,5-a]pyridin-3-yl)pyridin-2-yl)piperidine-1-carboxylate